CN(C=1N=NC(=CC1)C=1C=CC(=C2C=CNC12)C=1C=NNC1)[C@@H]1C[C@@H](NCC1)C N-methyl-N-[(2S,4S)-2-methylpiperidin-4-yl]-6-[4-(1H-pyrazol-4-yl)-1H-indol-7-yl]pyridazin-3-amine